2-methoxy-9H-carbazole-5,6,7,8-d4 COC1=CC=2NC3=C(C(=C(C(=C3C2C=C1)[2H])[2H])[2H])[2H]